FC(C(Br)F)Br 1,2-difluoro-1,2-dibromo-ethane